3-(6-Methanesulfonylaminocarbonyl-1-oxo-1,3-dihydroisoindol-2-yl)biphenyl-4-carboxylic acid CS(=O)(=O)NC(=O)C1=CC=C2CN(C(C2=C1)=O)C=1C=C(C=CC1C(=O)O)C1=CC=CC=C1